O=C1NC(CC[C@H]1N1C(N(C2=C1C=CC(=C2)C2CCN(CC2)CC(=O)NCCOC2=CC1=C(C(=C(C=C1C=C2)O)N2S(NC(C2)=O)(=O)=O)F)C)=O)=O 2-[4-[1-[(3R)-2,6-dioxo-3-piperidyl]-3-methyl-2-oxo-benzimidazol-5-yl]-1-piperidyl]-N-[2-[[8-fluoro-6-hydroxy-7-(1,1,4-trioxo-1,2,5-thiadiazolidin-2-yl)-2-naphthyl]oxy]ethyl]acetamide